4-methyl-7-pyrimidin-2-yloxy-benzopyran-2-one CC1=CC(OC2=C1C=CC(=C2)OC2=NC=CC=N2)=O